Nitrostyrol C1=CC=C(C=C1)/C=C/[N+](=O)[O-]